OC(C)(C)C1=C(C=C(C(=O)N(C)C)C=C1)C1=CC2=C(NC(=N2)C)C=C1 4-(2-hydroxypropane-2-yl)-N,N-dimethyl-3-(2-methyl-1H-benzimidazole-5-yl)benzamide